FC(C1=CC=C(N=N1)CC(=O)OCC)F ethyl 2-(6-(difluoromethyl)pyridazin-3-yl)acetate